(1R,2S,5S)-3-{[(3R)-1-benzyl-5-oxopyrrolidin-3-yl]carbonyl}-N-{(1S)-1-cyano-2-[(3S)-2-oxopyrrolidin-3-yl]ethyl}-6,6-dimethyl-3-azabicyclo[3.1.0]hexane-2-carboxamide C(C1=CC=CC=C1)N1C[C@@H](CC1=O)C(=O)N1[C@@H]([C@H]2C([C@H]2C1)(C)C)C(=O)N[C@@H](C[C@H]1C(NCC1)=O)C#N